triacontyl-aniline C(CCCCCCCCCCCCCCCCCCCCCCCCCCCCC)NC1=CC=CC=C1